N1C(NC(C12CNCCC2)=O)=O 1,3,7-triazaspiro[4.5]Decan-2,4-dione